C(C)(C)(C)OC(C(C#N)C1=NC=NC(=C1OC)Cl)=O (6-chloro-5-methoxypyrimidin-4-yl)-2-cyanoacetic acid tert-butyl ester